ClC=1C=C2CC(N(C2=CC1)CC(=O)N1CCN(CC1)C1=CC=C(C=C1)O)=O 5-chloro-1-{2-[4-(4-hydroxyphenyl)piperazin-1-yl]-2-oxoethyl}-1,3-dihydro-2H-indol-2-one